9-isobutyl-2-(pyridin-2-yl)-9H-carbazole C(C(C)C)N1C2=CC=CC=C2C=2C=CC(=CC12)C1=NC=CC=C1